FC1=CC=C(C=C1)C=1NC2=CC=CC=C2C1CC(=O)O 2-[2-(4-fluorophenyl)-1H-indol-3-yl]Acetic acid